N1C=NC2=C1C=CC(=C2)NC(CN)C2=CC=C(C=C2)C=2SC(=CC2)C2CC2 N1-(1H-Benzimidazol-5-yl)-1-[4-(5-cyclopropylthiophen-2-yl)phenyl]ethane-1,2-diamine